FC1([C@]2(C[C@@H]([C@H]([C@@](C1)(N2)C)OC)N(C2=CN=C(N=N2)C2=C(C=C(C=C2)N2C=NC=C2)O)C)C)F 2-(6-(((1R,2R,3S,5R)-6,6-difluoro-2-methoxy-1,5-dimethyl-8-azabicyclo[3.2.1]octan-3-yl)(methyl)amino)-1,2,4-triazin-3-yl)-5-(1H-imidazol-1-yl)phenol